C(C=C)(=O)N1C[C@@H](N(CC1)C=1C2=C(N(C(N1)=O)C1=C(C=CC=C1C)C(C)C)N=C(C(=C2)F)OC2=C(C=CC=C2)F)C 4-((S)-4-propenoyl-2-methylpiperazin-1-yl)-6-fluoro-7-(2-fluorophenoxy)-1-(2-isopropyl-6-methylphenyl)pyrido[2,3-d]pyrimidin-2(1H)-one